C1OCC12CCN(CC2)C=O (2-oxa-7-azaspiro[3.5]non-7-yl)methanone